(bis-((1-methylimidazol-2-yl)methyl))-(2-pyridylmethyl)amine CN1C(=NC=C1)CN(CC1=NC=CC=C1)CC=1N(C=CN1)C